OC(C)C1=NC=CC(=C1)N1CCCCC1 N-(2-(1-hydroxyethyl)pyridin-4-yl)piperidine